N-(2-(cyclopentyloxy)-4-fluorophenyl)-6-(piperazin-1-yl)pyrido[3,2-d]pyrimidin-4-amine C1(CCCC1)OC1=C(C=CC(=C1)F)NC=1C2=C(N=CN1)C=CC(=N2)N2CCNCC2